OC[C@H]1N([C@H](CC1)CO)C(=O)OCC1=CC=CC=C1 (2S,5R)-benzyl 2,5-bis(hydroxymethyl)pyrrolidine-1-carboxylate